NC1=NN2C(C=C(C=C2)C=2C(=C(C(=CC2)CC)N2OCC[C@H]2C2=CC=CC=C2)F)=N1 (S)-N-(3-(2-amino-[1,2,4]triazolo[1,5-a]pyridin-7-yl)-6-ethyl-2-fluorophenyl)-3-phenylisoxazolidine